CC(C(=O)N1C=CC2=CC=C(C(=C12)B1OC(C(O1)(C)C)(C)C)C)(C)C 2,2-dimethyl-1-[6-methyl-7-(4,4,5,5-tetramethyl-1,3,2-dioxaborolan-2-yl)indol-1-yl]propan-1-one